4-mercaptomethyl-1,8-dimercaptomethyl-3,6-dithiaoctane SCC(SCCCS)CSCCCS